COC1=C(C(=CC=C1)OC)N1C(=NC=2C1=NC(=CN2)N(S(=O)(=O)C)CC2=CC=C(C=C2)OC)C2=NC(=CC=C2)OCC N-(1-(2,6-dimethoxyphenyl)-2-(6-ethoxypyridin-2-yl)-1H-imidazo[4,5-b]pyrazin-6-yl)-N-(4-methoxybenzyl)methanesulfonamide